4-methoxy-N-(4-(pyridazin-3-yl)pentyl)benzenesulfonamide COC1=CC=C(C=C1)S(=O)(=O)NCCCC(C)C=1N=NC=CC1